lithium difluoro bisoxalate phosphate P(=O)([O-])(O)O.C(C(=O)O)(=O)OF.C(C(=O)O)(=O)OF.[Li+]